3,3'-diaminobiphenyl-2,4'-dicarboxylic acid NC1=C(C(=CC=C1)C1=CC(=C(C=C1)C(=O)O)N)C(=O)O